C(=O)C1=CN(C(C(=N1)C(=O)NC1=CC=CC=C1)=N)C 6-FORMYL-3-IMINO-4-METHYL-N-PHENYL-3,4-DIHYDRO-2-PYRAZINECARBOXAMIDE